C(C)(C)C1=CC(=NN1)NC1=CC=NC=C1N 4-(5-isopropylpyrazol-3-yl)amino-5-aminopyridine